[Bi]=O.[Sb].[Sn] tin antimony bismuth oxide